ClC=1C(=C(C=CC1)C)[C@@]1(CN(CC1)C(=O)OC(C)(C)C)NC=1C=C2C(N(C=NC2=CC1)C)=O tert-butyl (S)-3-(3-chloro-2-tolyl)-3-(3-methyl-4-oxo-6-quinazolinylamino)-1-pyrrolidinecarboxylate